NC1=NC2=C(N1)C=CC(=C2)C#N 2-amino-5-cyano-1H-benzo[d]imidazole